(2S,3R)-2-(benzyloxycarbonylamino)-3-isopropoxy-butyric acid C(C1=CC=CC=C1)OC(=O)N[C@H](C(=O)O)[C@@H](C)OC(C)C